benzyl (2R,3S,5R)-5-methyl-2-[[(triethylsilyl)oxy]methyl]-3-[2,2,2-trifluoro-N-[(4-methoxyphenyl)methyl]acetamido]pyrrolidine-1-carboxylate C[C@@H]1C[C@@H]([C@@H](N1C(=O)OCC1=CC=CC=C1)CO[Si](CC)(CC)CC)N(C(C(F)(F)F)=O)CC1=CC=C(C=C1)OC